C1(=CC=CC=C1)S(=O)(=O)[C@@H]1CN(C[C@H]1OCC1=CC=C(C=C1)C(F)(F)F)C(=O)OC(C)(C)C tert-Butyl trans-3-(phenylsulfonyl)-4-((4-(trifluoromethyl)benzyl)oxy)pyrrolidine-1-carboxylate